CC1=C(C(=O)N[C@H](C)C2=CC(=CC=C2)C=2NC(C=CC2)=O)C=C(C=C1)N1CCN(CC1)C 2-Methyl-5-(4-methylpiperazin-1-yl)-N-[(1R)-1-[3-(6-oxo-1H-pyridin-2-yl)phenyl]ethyl]benzamide